(R)-1-((6-fluoro-2-(2-methoxy-7-methylquinoxalin-5-yl)thiazolo[5,4-b]pyridin-5-yl)oxy)propan-2-yl (6-(((R)-2-hydroxypropyl)carbamoyl)pyridin-3-yl)carbamate O[C@@H](CNC(=O)C1=CC=C(C=N1)NC(O[C@@H](COC1=C(C=C2C(=N1)SC(=N2)C2=C1N=CC(=NC1=CC(=C2)C)OC)F)C)=O)C